2-(6-chloro-1H-pyrrolo[2,3-b]pyridin-1-yl)-2-methylpropanoic acid ClC1=CC=C2C(=N1)N(C=C2)C(C(=O)O)(C)C